ClC1=CC=C(S1)CNC1=CC(=NN1)C1CN(C1)C(C(C)(C)C)=O 1-[3-(5-[(5-chlorothiophen-2-yl)methyl]amino-1H-pyrazol-3-yl)azetidin-1-yl]-2,2-dimethylpropan-1-one